The molecule is a 2-oxo monocarboxylic acid anion resulting from deprotonation of the carboxy group of keto-phenylpyruvic acid. It has a role as a human metabolite, a chromogenic compound and a Saccharomyces cerevisiae metabolite. It is a 2-oxo monocarboxylic acid anion and a phenylpyruvate. It derives from a pyruvate. It is a conjugate base of a keto-phenylpyruvic acid. C1=CC=C(C=C1)CC(=O)C(=O)[O-]